CC12OC(CC1C1(CCCC(C1CC2)(C)C)C)=O decahydro-3a,6,6,9a-tetramethyl-naphtho[2,1-b]furan-2(1H)-one